Cl.N1=C(C=CC=C1)CCC=1SC(=CN1)\C=N/O (Z)-2-(2-(pyridin-2-yl)ethyl)thiazole-5-carbaldehyde oxime hydrochloride